(cis)-4-methoxybenzyl 3-(1-benzyl-3,3-difluorohexahydropyrrolo[3,4-b]pyrrol-5(1H)-yl)-2,2-dimethylpropionate C(C1=CC=CC=C1)N1[C@@H]2[C@H](C(C1)(F)F)CN(C2)CC(C(=O)OCC2=CC=C(C=C2)OC)(C)C